ClC1=CC=C(C=C1)C=1C=2C(=C(SC2N2C(=NN=C2[C@@H](N1)CC(=O)NCCOCCOCCNC)C)C)C 2-[(9S)-7-(4-chlorophenyl)-4,5,13-trimethyl-3-thia-1,8,11,12-tetrazatricyclo[8.3.0.02,6]trideca-2(6),4,7,10,12-pentaen-9-yl]-N-[2-[2-[2-(methylamino)ethoxy]ethoxy]ethyl]acetamide